tert-butyl (S)-4-(5-cyclopropyl-7-(tetrahydro-2H-pyran-4-yl)-7H-pyrrolo[2,3-d]pyrimidin-4-yl)-3-methylpiperazine-1-carboxylate C1(CC1)C1=CN(C=2N=CN=C(C21)N2[C@H](CN(CC2)C(=O)OC(C)(C)C)C)C2CCOCC2